C(C1=CC=CC=C1)C=1N=C(C2=C(N1)NC1=C2N=CC(=C1)C#N)O 2-benzyl-4-hydroxy-9H-pyrido[2',3':4,5]pyrrolo[2,3-d]pyrimidine-7-carbonitrile